BrCC1=NN(C=C1C(=O)OCC)C ethyl 3-(bromomethyl)-1-methyl-1H-pyrazole-4-carboxylate